ClC1=C(C(=O)O)C=C(C=C1F)NC(=O)[C@@H]1C([C@H]1C1=CC(=CC(=C1)Cl)Cl)(Cl)Cl trans-2-chloro-5-(2,2-dichloro-3-(3,5-dichlorophenyl)cyclopropane-1-carboxamido)-3-fluorobenzoic acid